1-(3-fluoro-4-methoxyphenyl)pyrrolidin-2-one FC=1C=C(C=CC1OC)N1C(CCC1)=O